C(\C=C/C(=O)O)(=O)O.C(C=C)(=O)O acrylic acid maleate